P(=O)(O)(O)CCN(C(C)N(CC(=O)O)CP(=O)(O)O)C(C)N(CC(=O)O)CP(=O)(O)O ((phosphonomethyl-methylimino)di-1,1-ethanediyl)bis(N-(phosphonomethyl)glycine)